5-[[4-(N,S-dimethylsulfonimidoyl)-6,7-difluoro-1H-indol-5-yl]oxy]-2-fluoro-benzonitrile CN=S(=O)(C)C1=C2C=CNC2=C(C(=C1OC=1C=CC(=C(C#N)C1)F)F)F